2-(6-(azetidin-3-yl)-5-methyl-5H-pyrrolo[3,2-c]pyridazin-3-yl)phenol N1CC(C1)C1=CC=2N=NC(=CC2N1C)C1=C(C=CC=C1)O